ClC=1C=C(C=CC1)C=1C(=CC=CC1)S(=O)(=O)C1=CC=C(C=C1)NC(=O)NCC=1C=NNC1 1-[4-(3'-Chloro-biphenyl-2-sulfonyl)-phenyl]-3-(1H-pyrazol-4-ylmethyl)-urea